butyl octyl thiophosphate zinc salt [Zn+2].P(=S)(OCCCC)(OCCCCCCCC)[O-].C(CCC)OP(=S)(OCCCCCCCC)[O-]